2-(6-amino-2,3-dihydro-4H-benzo[b][1,4]oxazin-4-yl)-2-phenylacetamide NC1=CC2=C(OCCN2C(C(=O)N)C2=CC=CC=C2)C=C1